(((2S,4R)-4-fluoro-1-methylpyrrolidin-2-yl)methyl)-8-(5-methylthiazol-2-yl)-3-oxo-N-((R)-1-(2-(trifluoromethyl)pyrimidin-5-yl)ethyl)-3,4-dihydro-2H-benzo[b][1,4]oxazine-6-carboxamide F[C@@H]1C[C@@H](N(C1)C)CC1C(NC2=C(O1)C(=CC(=C2)C(=O)N[C@H](C)C=2C=NC(=NC2)C(F)(F)F)C=2SC(=CN2)C)=O